C1(=CC1)C(\C=C\C)B1OC(CN(CC(O1)=O)C)=O (E)-2-(1-cyclopropenylbut-2-en-1-yl)-6-methyl-1,3,6,2-dioxazaborocan-4,8-dione